C1(CC1)C1=C(C(=NO1)C1=C(C=CC=C1Cl)Cl)COC12NC(C(CC1)C2)=O [5-cyclopropyl-3-(2,6-dichlorophenyl)-1,2-oxazol-4-yl]methoxy-2-azabicyclo[2.2.1]heptan-3-one